C1(CC1)N(C=1C2=C(N=C(N1)C=1C(=NC=NC1OC)C1CC1)NCC2)CC2=CC=C(C=C2)C=2N(C=C(N2)C(F)(F)F)C(C)C N-cyclopropyl-2-(4-cyclopropyl-6-methoxypyrimidin-5-yl)-N-(4-(1-isopropyl-4-(trifluoromethyl)-1H-imidazol-2-yl)benzyl)-6,7-dihydro-5H-pyrrolo[2,3-d]pyrimidin-4-amine